COC1=C(C=CC=C1OC)NC(C1=C(C=C(C(=C1)F)N1N=C2N(CCCC2)C1=O)O[C@H](C(F)(F)F)C)=O N-(2,3-Dimethoxyphenyl)-5-fluoro-4-(3-oxo-5,6,7,8-tetrahydro[1,2,4]triazolo[4,3-a]pyridin-2(3H)-yl)-2-{[(2S)-1,1,1-trifluoropropan-2-yl]oxy}benzamide